OC(CCC(=O)[O-])C gamma-hydroxy-valerate